β-methyl-δ-hydroxyproline CC1[C@H](NC(C1)O)C(=O)O